2-chloro-4-methyl-6-vinyl-pyrimidine ClC1=NC(=CC(=N1)C)C=C